methyl-3-[(3,5-difluorophenyl)carbamoyl]-oxetane-3-carboxylic acid CC1OCC1(C(=O)O)C(NC1=CC(=CC(=C1)F)F)=O